C1(CCCCCCC\C=C/CCCCC1)=O (Z)-cyclopentadecan-9-en-1-one